3,4,5-trifluoro-N-(cis-3-(((S)-4,7,8-trimethyl-6-oxo-5,6,7,8-tetrahydropteridin-2-yl)amino)cyclopentyl)benzamide FC=1C=C(C(=O)N[C@@H]2C[C@@H](CC2)NC2=NC=3N([C@H](C(NC3C(=N2)C)=O)C)C)C=C(C1F)F